trioctylammonium 4-dodecylbenzenesulfonate C(CCCCCCCCCCC)C1=CC=C(C=C1)S(=O)(=O)[O-].C(CCCCCCC)[NH+](CCCCCCCC)CCCCCCCC